2,4-Bismaleimidotoluene C1(C=CC(N1C1=C(C)C=CC(=C1)N1C(C=CC1=O)=O)=O)=O